(S)-N-(2-(3,4-dimethylpiperazin-1-yl)-5-((4-fluorophenyl)ethynyl)phenyl)-2-fluorobenzamide C[C@H]1CN(CCN1C)C1=C(C=C(C=C1)C#CC1=CC=C(C=C1)F)NC(C1=C(C=CC=C1)F)=O